C(C)(C)(C)OC(=O)N[C@@H]1[C@@H](OCC12CCN(CC2)C=2N=C(C(=NC2CO)SC2=C(C=1N(C=C2)C=C(N1)C(=O)OCC)Cl)C)C ethyl 7-((5-((3S,4S)-4-((tert-butoxycarbonyl)amino)-3-methyl-2-oxa-8-azaspiro[4.5]decan-8-yl)-6-(hydroxymethyl)-3-methylpyrazin-2-yl)thio)-8-chloroimidazo[1,2-a]pyridine-2-carboxylate